(2R,3R)-5,7-bis(benzyloxy)-2-(3,4,5-tris(benzyloxy)phenyl)chroman-3-yl 7-(allyloxy)-2-ethoxybenzo[d][1,3]dioxole-5-carboxylate C(C=C)OC1=CC(=CC2=C1OC(O2)OCC)C(=O)O[C@H]2[C@H](OC1=CC(=CC(=C1C2)OCC2=CC=CC=C2)OCC2=CC=CC=C2)C2=CC(=C(C(=C2)OCC2=CC=CC=C2)OCC2=CC=CC=C2)OCC2=CC=CC=C2